C(=O)C1=CC=C(OC2=NC(=NC(=N2)OC2=CC=C(C=C2)C=O)OC2=CC=C(C=C2)C=O)C=C1 tri(4-formylphenoxy)-1,3,5-triazine